C(CCCCCCCCCCCC)N1C(CCCC1)=O 1-N-tridecyl-2-piperidone